tert-butyl 4-[4-(2,3-dihydro-1H-indol-4-ylmethyl)piperidin-1-yl]-3,3-difluoro-[1,4'-bipiperidine]-1'-carboxylate N1CCC2=C(C=CC=C12)CC1CCN(CC1)C1C(CN(CC1)C1CCN(CC1)C(=O)OC(C)(C)C)(F)F